oxazinone hydrochloride Cl.O1NC(CC=C1)=O